1-Cyclohexyl-3-(3-(isoquinoline-7-yl)phenyl)urea C1(CCCCC1)NC(=O)NC1=CC(=CC=C1)C1=CC=C2C=CN=CC2=C1